Deoxyinosinic acid [C@@H]1(C[C@H](O)[C@@H](COP(=O)(O)O)O1)N1C=NC=2C(O)=NC=NC12